2-nonyl-2-cyclopropene-1-carboxylic acid (+-)-ethyl ester C(C)OC(=O)C1C(=C1)CCCCCCCCC